prop-2-en-1-yl (2S)-4-[4-[2-(tert-butoxy)-2-oxoethoxy]phenyl]-2-[(tert-butoxycarbonyl)amino]butanoate C(C)(C)(C)OC(COC1=CC=C(C=C1)CC[C@@H](C(=O)OCC=C)NC(=O)OC(C)(C)C)=O